CC1([C@H](CC=2C=C3C=CC(OC3=CC2O1)=O)OCC=CC1=CC=CC=C1)C (7S)-(+)-8,8-dimethyl-7-(3-phenyl-allyloxy)-7,8-dihydro-6H-pyrano[3,2-g]chromen-2-one